3-{1-[6-(3-cyano-2-hydroxyphenyl)-3-(3-fluoro-5-methylphenyl)quinolin-4-yl]Azetidin-3-yl}morpholine-4-carboxylic acid benzyl ester C(C1=CC=CC=C1)OC(=O)N1C(COCC1)C1CN(C1)C1=C(C=NC2=CC=C(C=C12)C1=C(C(=CC=C1)C#N)O)C1=CC(=CC(=C1)C)F